[N+](=O)([O-])C1=C(C=CC=C1)C1=C(N=C(O1)C1=CC=C(C=C1)C(F)(F)F)C=O (5-(2-nitrophenyl)-2-(4-(trifluoromethyl)phenyl)Oxazol-4-yl)methanone